4-[5-[2-(cyanomethylamino)-1-hydroxyethyl]pyridin-2-yl]-3-(5-cyclobutyl-2-methylpyrazol-3-yl)oxybenzonitrile C(#N)CNCC(O)C=1C=CC(=NC1)C1=C(C=C(C#N)C=C1)OC=1N(N=C(C1)C1CCC1)C